N-(2-(N,N-bis(2,4-dimethoxybenzyl)sulfamoyl)pyridin-4-yl)-2-(4,4-difluoro-3-methylpiperidin-1-yl)-8-fluoroquinoline-3-carboxamide COC1=C(CN(S(=O)(=O)C2=NC=CC(=C2)NC(=O)C=2C(=NC3=C(C=CC=C3C2)F)N2CC(C(CC2)(F)F)C)CC2=C(C=C(C=C2)OC)OC)C=CC(=C1)OC